ClC=1C=C(C=CC1Cl)C=1N(C=CC(C1C(=O)OCC)=O)CC ethyl 2-(3,4-dichlorophenyl)-1-ethyl-4-oxo-pyridine-3-carboxylate